ClC(C)C1=CC=CC2=CC=CC=C12 (1-chloroethyl)naphthalene